2-ethoxy-4,6-dimethylphenol C(C)OC1=C(C(=CC(=C1)C)C)O